β-amino-2-hydroxy-5-methylhexanoic acid NC(C(C(=O)O)O)CC(C)C